C1(CCCCC1)[C@H]1[C@H](C2=CC=C(C=C2CC1)O)C=1C=CC(=NC1)N1CCC(CC1)CN1CCN(CC1)C=1C=C2CN(C(C2=CC1)=O)[C@@H]1C(NC(CC1)=O)=O (S)-3-(5-(4-((1-(5-((1R,2S)-2-cyclohexyl-6-hydroxy-1,2,3,4-tetrahydronaphthalen-1-yl)pyridin-2-yl)piperidin-4-yl)methyl)piperazin-1-yl)-1-oxoisoindolin-2-yl)piperidine-2,6-dione